5-fluoro-4-[4-[[5-(4-hydroxy-1-piperidyl)-2-pyridyl]amino]-5-oxo-6H-1,6-naphthyridin-2-yl]-2-methoxy-N,N-dimethyl-benzamide FC=1C(=CC(=C(C(=O)N(C)C)C1)OC)C1=NC=2C=CNC(C2C(=C1)NC1=NC=C(C=C1)N1CCC(CC1)O)=O